(R)-5-(5-(1-(3,5-dimethylpyridazin-4-yl)ethoxy)-6-methoxy-1H-indazol-3-yl)-2-(3-hydroxyazetidin-1-yl)nicotinonitrile CC=1N=NC=C(C1[C@@H](C)OC=1C=C2C(=NNC2=CC1OC)C=1C=NC(=C(C#N)C1)N1CC(C1)O)C